FC=1C=2N(C=C(C1)C1=CC=C3C(=N1)SC(=N3)N(C3CC(NC(C3)(C)C)(C)C)C)C=C(N2)C 5-(8-Fluoro-2-methylimidazo[1,2-a]pyridin-6-yl)-N-methyl-N-(2,2,6,6-tetramethylpiperidin-4-yl)[1,3]thiazolo[5,4-b]pyridin-2-amin